BrC=1C=CC(=NC1)COC=1SC=C(N1)C=1CCN(CC1)CC1=NC2=C(N1C[C@H]1OCC1)C=C(C=C2)C(=O)O (S)-2-((4-(2-((5-bromopyridin-2-yl)methoxy)thiazol-4-yl)-3,6-dihydropyridin-1(2H)-yl)methyl)-1-(oxetan-2-ylmethyl)-1H-benzo[d]imidazole-6-carboxylic acid